ClC1=C(C(=C(C#N)C=C1)C)C(F)(F)F 4-chloro-2-methyl-3-(trifluoromethyl)benzonitrile